(R)-(4-fluorophenyl)(8-methyl-3-(3-(tetrahydro-2H-pyran-4-yl)-1,2,4-thiadiazol-5-yl)-5,6-dihydro[1,2,4]triazolo[4,3-a]pyrazin-7(8H)-yl)methanone FC1=CC=C(C=C1)C(=O)N1[C@@H](C=2N(CC1)C(=NN2)C2=NC(=NS2)C2CCOCC2)C